COC(CN1C(C2=CC=C(C(=C2C(=N1)Cl)F)Br)=O)=O 2-(6-bromo-4-chloro-5-fluoro-1-oxophthalazin-2(1H)-yl)acetic acid methyl ester